alpha-allyloxymethyl-acrylic acid methoxyethoxyethoxyethoxyethyl ester COCCOCCOCCOCCOC(C(=C)COCC=C)=O